[Br-].C(C)(C)N1C=[N+](C=C1)C(C)C 1,3-di-iso-propylimidazolium bromide